3-(4,7-difluoro-1-oxo-5-(piperazin-1-yl)isoindolin-2-yl)piperidine-2,6-dione FC1=C2CN(C(C2=C(C=C1N1CCNCC1)F)=O)C1C(NC(CC1)=O)=O